tert-butyl-ammonium fluoride [F-].C(C)(C)(C)[NH3+]